C(CC)C1CCC(CC1)C1CCC(CC1)CC Trans-4-propyl-4'-Ethyl-1,1'-Bicyclohexan